5-(ethanesulfonyl)-6-[7-methyl-3-(1,1,2,2,2-pentafluoroethyl)imidazo[4,5-c]pyridazin-6-yl]pyridine-3-carbonitrile C(C)S(=O)(=O)C=1C=C(C=NC1C1=NC2=C(N=NC(=C2)C(C(F)(F)F)(F)F)N1C)C#N